FC(C=1C=C(C(=C(C#N)C1)C)OC1=C(N=CN(C1=O)CC1=C(N=CNC1=O)C)C(C(F)F)(F)F)F 5-(difluoromethyl)-2-methyl-3-((1-((4-methyl-6-oxo-1,6-dihydropyrimidin-5-yl)methyl)-6-oxo-4-(1,1,2,2-tetra-fluoroethyl)-1,6-dihydropyrimidin-5-yl)oxy)benzonitrile